3-(4-amino-3-bromo-2,6-difluorophenyl)-3,4-dihydroquinazolin NC1=C(C(=C(C(=C1)F)N1C=NC2=CC=CC=C2C1)F)Br